N=1C=CN2C1C(=CC=C2)OCCN 2-(imidazo[1,2-a]pyridin-8-yloxy)ethan-1-amine